1-methyl-3-(1,2,4-thiadiazol-5-yl)benzimidazol-2-one CN1C(N(C2=C1C=CC=C2)C2=NC=NS2)=O